ONC(C1=CC=C(C=C1)CN(S(=O)(=O)C=1C=C2N=CC=NC2=CC1)CC=1C=NC=CC1)=O N-hydroxy-4-((N-(pyridin-3-ylmethyl)quinoxaline-6-sulfonamido)methyl)benzamide